N[C@@H](CC1=CC(=CC(=C1)F)F)C1=NC2=CC(=CC=C2C(N1C=1C=CC(=C2C(=NN(C12)CC(F)F)NS(=O)(=O)C)Cl)=O)Br (S)-N-(7-(2-(1-amino-2-(3,5-difluorophenyl)ethyl)-7-bromo-4-oxoquinazolin-3(4H)-yl)-4-chloro-1-(2,2-difluoroethyl)-1H-indazol-3-yl)methanesulfonamide